5-(tert-Butyl)-4-(2-methyl-5-(p-tolyl)oxazol-4-yl)-3-(4-(trifluoromethyl)phenyl)isoxazole C(C)(C)(C)C1=C(C(=NO1)C1=CC=C(C=C1)C(F)(F)F)C=1N=C(OC1C1=CC=C(C=C1)C)C